methyl 5-benzyl-3-(((tert-butoxycarbonyl) (isoquinolin-1-ylmethyl)amino)methyl)-4,5-dihydroisoxazol-5-carboxylate C(C1=CC=CC=C1)C1(CC(=NO1)CN(CC1=NC=CC2=CC=CC=C12)C(=O)OC(C)(C)C)C(=O)OC